[2,4-difluoro-3-(3-trifluoromethylbenzoylamino)phenyl]carbamic acid t-butyl ester C(C)(C)(C)OC(NC1=C(C(=C(C=C1)F)NC(C1=CC(=CC=C1)C(F)(F)F)=O)F)=O